3-(6-((6-aminopyrimidin-4-yl)amino)-1H-pyrazolo[4,3-c]pyridin-1-yl)-4-chlorobenzonitrile NC1=CC(=NC=N1)NC1=CC2=C(C=N1)C=NN2C=2C=C(C#N)C=CC2Cl